COCCCOC1=C(C=CC=C1)C1=CC=C(N1)C(=O)NC1=CC=C(C=C1)C1=CN=CO1 5-(2-(3-methoxypropoxy)phenyl)-N-(4-(oxazol-5-yl)phenyl)-1H-pyrrole-2-carboxamide